[Na].FC(C(=O)O)(C1=CC=CC=C1)F 2,2-difluoro-2-phenylacetic acid sodium